1-Difluoromethyl-5-nitroindazole FC(N1N=CC2=CC(=CC=C12)[N+](=O)[O-])F